(S,E)-4-((2-(2-(2-(5-(((3-ethyl-5-(2-(2-hydroxyethyl)piperidin-1-yl)pyrazolo[1,5-a]pyrimidin-7-yl)amino)methyl)pyridin-2-yl)ethoxy)ethoxy)ethyl)(methyl)amino)but-2-enoic acid C(C)C=1C=NN2C1N=C(C=C2NCC=2C=CC(=NC2)CCOCCOCCN(C/C=C/C(=O)O)C)N2[C@@H](CCCC2)CCO